BrC1=CC(=C(C=C1F)N1CCC(CC1)C1=C(C=C(C=C1)C1C(NC(CC1)=O)=O)F)F 3-(4-(1-(4-Bromo-2,5-difluorophenyl)piperidin-4-yl)-3-fluorophenyl)piperidine-2,6-dione